phenyl (4-(2,4-dichlorophenyl)-but-3-yn-2-yl)-carbamate ClC1=C(C=CC(=C1)Cl)C#CC(C)NC(OC1=CC=CC=C1)=O